4-(7-Cyclopentylthieno[3,2-b]pyridin-2-yl)-5-fluoro-N-(5-piperazin-1-ylpyridin-2-yl)pyrimidin-2-amine C1(CCCC1)C1=C2C(=NC=C1)C=C(S2)C2=NC(=NC=C2F)NC2=NC=C(C=C2)N2CCNCC2